3-Cyclohexyl-N-(2-cyclohexyl-4-((4-(trifluoromethyl)benzyl)amino)phenyl)propanamid C1(CCCCC1)CCC(=O)NC1=C(C=C(C=C1)NCC1=CC=C(C=C1)C(F)(F)F)C1CCCCC1